9,9-dimethyl-8-oxo-2-(pyrimidin-2-yl)-2-azaspiro[4.5]dec-6-ene-7-carbonitrile CC1(C(C(=CC2(CCN(C2)C2=NC=CC=N2)C1)C#N)=O)C